ClC1=C(C=CC(=C1)Cl)CCl 2,4-dichloro-1-chloromethylbenzene